N-[(1S)-2-[[5-[3,5-dimethyl-1-(2-trimethylsilylethoxymethyl)pyrazol-4-yl]-6-fluoro-2-pyridyl]amino]-2-oxo-1-spiro[2.3]hexan-5-yl-ethyl]-2-ethyl-pyrazole-3-carboxamide CC1=NN(C(=C1C=1C=CC(=NC1F)NC([C@H](C1CC2(CC2)C1)NC(=O)C=1N(N=CC1)CC)=O)C)COCC[Si](C)(C)C